BrC=1C=C(C(=C(C1)C1CCN(CC1)C(=O)OC(C)(C)C)O)I Tert-butyl 4-(5-bromo-2-hydroxy-3-iodophenyl)piperidine-1-carboxylate